N1(N=CC=C1)C1CCN(CC1)C(=O)C1=NC2=CC=C(C=C2C(=C1)C(=O)N(C)C1CCC1)OCC=1SC2=C(N1)C=CC=C2 2-(4-(1H-pyrazol-1-yl)piperidine-1-carbonyl)-6-(benzo[d]-thiazol-2-ylmethoxy)-N-cyclobutyl-N-methylquinoline-4-carboxamide